COC1=NC=CC(=C1C1=CC2=C(C=N1)NC(N2CC2=CC=C(C=C2)C=2N(C=C(N2)C(F)(F)F)C)=O)C 6-(2-Methoxy-4-methylpyridin-3-yl)-1-(4-(1-methyl-4-(trifluoromethyl)-1H-imidazol-2-yl)benzyl)-1,3-dihydro-2H-imidazo[4,5-c]pyridin-2-one